FC=1C=C(C=CC1)CNC(=O)C=1C(=NC(=CC1C)N1CCOCC1)OC1COC1 N-[(3-Fluorophenyl)-methyl]-4-methyl-6-morpholin-4-yl-2-(oxetan-3-yloxy)-pyridine-3-carboxylic acid amide